Cl.COC(CN1C(C2=CC=C(C=C2C(=N1)OC1CNC1)Br)=O)=O 2-(4-(azetidin-3-yloxy)-6-bromo-1-oxophthalazin-2(1H)-yl)acetic acid methyl ester hydrochloride